N1(CCC1)C(=O)C1=CC=C(C=C1)[C@@H]1[C@H](C1)C=1C=2N(N=C(C1)C=1C(NC(NC1)=O)=O)C=CN2 |r| racemic-5-(8-((1S,2S)-2-(4-(azetidine-1-carbonyl)phenyl)cyclopropyl)imidazo[1,2-b]pyridazin-6-yl)pyrimidine-2,4(1H,3H)-dione